C(C)(C)COC isopropyl-dimethyl-oxygen